[Cu](Br)Cl copper chloride bromide